2-(4-(((6-(ethyl(4-(trifluoromethyl)benzyl)amino)-5-fluoropyrimidin-4-yl)amino)methyl)-3-hydroxypiperidin-1-yl)-3-hydroxypropanamide C(C)N(C1=C(C(=NC=N1)NCC1C(CN(CC1)C(C(=O)N)CO)O)F)CC1=CC=C(C=C1)C(F)(F)F